3-O-α-carboxyethyl-D-glucosamine C(=O)(O)C(C)O[C@@H]1[C@H](C(O)O[C@@H]([C@H]1O)CO)N